ClC1=C(C=CC=C1)CC(=O)NC1=CC(=C(C=C1)C1=CN=CS1)S(N)(=O)=O 2-(2-chlorophenyl)-N-[3-sulfamoyl-4-(1,3-thiazol-5-yl)phenyl]acetamide